6-(2-(methylsulfonyl)pyrimidin-5-yl)hex-5-ynyl-amid CS(=O)(=O)C1=NC=C(C=N1)C#CCCCC[NH-]